NC=1C=NNC1C(=O)O 4-AMINO-1H-PYRAZOLE-5-CARBOXYLIC ACID